Cl.N[C@H]1CC[C@@H](OC1)CN1CCC2(CN(C2)C2=NC=NC=C2OC2=C(C(=O)N([C@@H]3COCC3)C(C)C)C=C(C=C2)F)CC1 ((4-(7-(((2R,5S)-5-aminotetrahydro-2H-pyran-2-yl)methyl)-2,7-diazaspiro[3.5]non-2-yl)pyrimidin-5-yl)oxy)-5-fluoro-N-isopropyl-N-((S)-tetrahydrofuran-3-yl)benzamide hydrochloride